CC1=CC=C(C=C1)C=1C=CC2=C(N=C(O2)N)C1 5-(4-methylphenyl)-2-aminobenzoxazole